N-hydroxy-7-(7-methyl-7-azaspiro[3.5]nonan-2-yl)-5,6,7,8-tetrahydro-1,7-naphthyridine-3-carboxamide ONC(=O)C=1C=NC=2CN(CCC2C1)C1CC2(C1)CCN(CC2)C